1,1,2,2,3,3,4,4,4-nonafluoro-N-(1,1,2,2,3,3,4,4,4-nonafluorobutyl)-N-(trifluoromethyl)butan-1-amine FC(C(C(C(F)(F)F)(F)F)(F)F)(N(C(F)(F)F)C(C(C(C(F)(F)F)(F)F)(F)F)(F)F)F